CN(C)C(=O)C[C@@]12C=CC[C@H]1[C@@H]1CC=C3CCCC[C@]3(C)[C@H]1CC2 dimethylaminoformyl-androsta-5,16-diene